Diacetoxydiisopropylsilane C(C)(=O)O[Si](C(C)C)(C(C)C)OC(C)=O